CNC(=O)C=1C=C(C=C(C1)C(=O)NC)C1=CC(=C(C=C1)O[C@H]1O[C@@H]([C@H]([C@@H]([C@@H]1O)O)O)CO)C N3,N5,3'-trimethyl-4'-((2R,3S,4S,5S,6R)-3,4,5-trihydroxy-6-(hydroxymethyl)tetrahydro-2H-pyran-2-yloxy)biphenyl-3,5-dicarboxamide